C(C)N(C1=CC=C2C=C(C(OC2=C1)=O)C#N)CC 7-(diethylamino)-2-oxo-2H-chromene-3-nitrile